(S)-2-((tert-butyldimethylsilyloxy)oxy)propylamine [Si](C)(C)(C(C)(C)C)OO[C@H](CN)C